2-O-β-D-Galactopyranosyl-L-rhamnose [C@@H]1([C@H](O)[C@@H](O)[C@@H](O)[C@H](O1)CO)O[C@@H](C=O)[C@H](O)[C@@H](O)[C@@H](O)C